CC1C2=CN=CC(=C2CC(=O)N1)OC The molecule is a 2,7-naphthyridine derivative that is 1,4-dihydro-2,7-naphthyridin-3(2H)-one which is substituted at positions 1 and 5 by methyl and methoxy groups, respectively. It derives from a hydride of a 2,7-naphthyridine.